2-(methyl-d3)-1H-indole-4,5,6,7-d4 C(C=1NC2=C(C(=C(C(=C2C1)[2H])[2H])[2H])[2H])([2H])([2H])[2H]